5-[[4-fluoro-2-(4-methyl-1,2,5-oxadiazol-3-yl)benzoimidazol-1-yl]methyl]pyridine-2-carbonitrile FC1=CC=CC=2N(C(=NC21)C2=NON=C2C)CC=2C=CC(=NC2)C#N